2-bromo-9-phenyl-9-(4-vinylphenyl)-9H-fluorene BrC1=CC=2C(C3=CC=CC=C3C2C=C1)(C1=CC=C(C=C1)C=C)C1=CC=CC=C1